FC(C1=NC=CC=C1N1CC2(CN(C2)C(=O)OC(C)(C)C)CCC1)(F)F tert-butyl 6-[2-(trifluoromethyl)pyridin-3-yl]-2,6-diazaspiro[3.5]nonane-2-carboxylate